ClC1=CC=C(C=N1)CN(C=1C=COC1)CC1=CC(=C(C=C1)Cl)F 4-{[(6-Chloropyridin-3-yl)methyl](4-chloro-3-fluorobenzyl)amino}furan